C(C=C)(=O)N1C[C@@H](CC1)N1C(N(C=2C=NC=CC21)C2=CC=C(C=C2)OC2=CC=C(C=C2)F)=O (R)-1-(1-acryloylpyrrolidin-3-yl)-3-(4-(4-fluorophenoxy)phenyl)-1H-imidazo[4,5-c]pyridin-2(3H)-one